1-(4-chloro-2-fluorophenyl)-3-(1-(4-(2,6-dioxopiperidin-3-yl)-5-fluorobenzofuran-7-yl)azetidin-3-yl)urea ClC1=CC(=C(C=C1)NC(=O)NC1CN(C1)C1=CC(=C(C=2C=COC21)C2C(NC(CC2)=O)=O)F)F